ClCCN1C(=CC2=CC=CC=C12)C#CCNC1=CC=C(C=C1)Cl 1-(2-Chloroethyl)-2-{3-[(4-chlorophenyl)amino]prop-1-yn-1-yl}-1H-indol